2-chloro-N4-({4-[1-cyclopropyl-4-(trifluoromethyl)imidazol-2-yl]-3-methoxyphenyl}methyl)pyrimidine-4,5-diamine ClC1=NC=C(C(=N1)NCC1=CC(=C(C=C1)C=1N(C=C(N1)C(F)(F)F)C1CC1)OC)N